COC1=C(C=CC=C1)C=1OCCN1 o-methoxyphenyl-oxazoline